COC(=O)C1=NN(C=C1)C1=NC=C(C=C1)C1OCCO1 1-(5-(1,3-Dioxolan-2-yl)pyridin-2-yl)-1H-pyrazole-3-carboxylic acid methyl ester